C(=O)NC1CC(N(C(C1)(C)C)O)(C)C N-formyl-N-(1-oxyl-2,2,6,6-tetramethylpiperidin-4-yl)amine